NC1=NC=CC(=C1Cl)SC=1N=C(C(=NC1C)N1CCC2(CC1)[C@@H](C1=CC=CC=C1C2)N[S@](=O)C(C)(C)C)CO (R)-N-((S)-1'-(5-((2-amino-3-chloropyridin-4-yl)thio)-3-(hydroxymethyl)-6-methylpyrazin-2-yl)-1,3-dihydrospiro[indene-2,4'-piperidine]-1-yl)-2-methylpropane-2-sulfinamide